4-(4-amino-6-(4-methacrylamido-phenyl)pyrrolo[2,1-f][1,2,4]triazin-5-yl)-N-cyclobutyl-benzamide NC1=NC=NN2C1=C(C(=C2)C2=CC=C(C=C2)NC(C(=C)C)=O)C2=CC=C(C(=O)NC1CCC1)C=C2